C([C@H](O)C)(=O)OCC1=CC=CC=C1 benzyl D-lactate